[O-]O.ClC1=C(C=CC=C1)C(C)C chlorocumene hydroperoxide